O=C1NC(CCC1N1C(C2=CC=CC(=C2C1)OCC(=O)N1CCC(CC1)NC(OC(C)(C)C)=O)=O)=O tert-butyl N-[1-[2-[2-(2,6-dioxo-3-piperidyl)-1-oxo-isoindolin-4-yl]oxyacetyl]-4-piperidyl]carbamate